C(C)N(C1=CC=C2C=C(C(OC2=C1)=O)C#N)CC 7-(diethylamino)-2-oxo-2H-chromene-3-carbonitrile